CC1=[N+](C2=CC=CC=C2C=C1)CCC 2-methyl-1-propylquinolinium